C(C)(C)(C)OC(=O)N1C[C@@H]([C@@H](CC1)C1=CC=C(C=C1)B(O)O)F (4-((3R,4S)-1-(tert-butoxycarbonyl)-3-fluoropiperidin-4-yl)phenyl)boronic acid